Cl.C(C1=CC=CC=C1)OC[C@H](N)C(=O)OC O-methyl O-benzyl-L-serinate hydrochloride